1-Bromo-3-methyl-butane-2-one BrCC(C(C)C)=O